O=C1NC(CC[C@@H]1NC1=CC(=C(C=C1)N1CCC(CC1)C=O)F)=O (S)-1-(4-((2,6-dioxopiperidin-3-yl)amino)-2-fluorophenyl)piperidine-4-carbaldehyde